CC1=CN=C2C(=N1)N(C(C(=C2)C2CCN(CC2)C(=O)OC(C)(C)C)=O)CC2=NC=CC=C2C(F)(F)F tert-butyl 4-(3-methyl-6-oxo-5-((3-(trifluoromethyl)pyridin-2-yl)methyl)-5,6-dihydropyrido[2,3-b]pyrazin-7-yl)piperidine-1-carboxylate